acrylic acid 3-ethyladamantyl ester C(C)C12CC3(CC(CC(C1)C3)C2)OC(C=C)=O